ethyl-4-methylbenzenesulfonate C(C)OS(=O)(=O)C1=CC=C(C=C1)C